FC1=CC(=C2C(NC(=NC2=C1)C=1C=CC2=C(C=C(O2)COCOC)C1)=O)OC 7-fluoro-5-methoxy-2-(2-methoxymethoxymethyl-benzofuran-5-yl)-3H-quinazolin-4-one